tert-butyl (2S)-2-({[4-(3-phenyl-1H-pyrrolo[3,2-b]pyridin-2-yl)pyridin-3-yl]oxy}methyl)-2,5-dihydro-1H-pyrrole-1-carboxylate C1(=CC=CC=C1)C1=C(NC=2C1=NC=CC2)C2=C(C=NC=C2)OC[C@H]2N(CC=C2)C(=O)OC(C)(C)C